4-[4-(4-Bromophenyl)piperidin-1-yl]-1-methyl-2-oxo-1,2-dihydroquinoline-3-carbonitrile BrC1=CC=C(C=C1)C1CCN(CC1)C1=C(C(N(C2=CC=CC=C12)C)=O)C#N